tert-butyl 3-((tert-butoxycarbonyl)amino)-5-(3-(6-(trifluoromethyl)pyridin-3-yl)cyclobutoxy)-1H-indole-1-carboxylate C(C)(C)(C)OC(=O)NC1=CN(C2=CC=C(C=C12)OC1CC(C1)C=1C=NC(=CC1)C(F)(F)F)C(=O)OC(C)(C)C